IC=1C(=NN(C1)C1OCCCC1)C(=O)OC methyl 4-iodo-1-(tetrahydro-2H-pyran-2-yl)-1H-pyrazole-3-carboxylate